2,3-dihydroxymethylstyrenediglycidyl ether OCC1=C(C=C2C3C(COCC4C2O4)O3)C=CC=C1CO